(R)-N-(4-chlorophenyl)-2-(2-(5-(difluoromethyl)isoxazol-3-yl)-2-azaspiro[3.3]heptan-6-yl)propanamide ClC1=CC=C(C=C1)NC([C@H](C)C1CC2(CN(C2)C2=NOC(=C2)C(F)F)C1)=O